C(C=C)(=O)N1CCC(CC1)C1CCNC=2N1N=C(C2C(=O)N)C2=CC=C(C=C2)OC2=CC=CC=C2 7-(1-acryloylpiperidin-4-yl)-2-(4-phenoxyphenyl)-4,5,6,7-tetra-hydropyrazolo[1,5-a]pyrimidine-3-carboxamide